COC(=O)[C@H]1N(CCC1)C(=O)C1(CC1)C=1C=NN(C1Cl)CC1=CC=CC=C1 (2S)-1-[1-(1-benzyl-5-chloro-pyrazol-4-yl)cyclopropanecarbonyl]pyrrolidine-2-carboxylic acid methyl ester